5,5',5'',5'''-(5-(4,6-diphenyl-1,3,5-triazin-2-yl)-6-(2,6-diphenylpyridin-4-yl)benzene-1,2,3,4-tetrayl)tetrakis(5H-pyrido[3,2-b]indole) C1(=CC=CC=C1)C1=NC(=NC(=N1)C1=CC=CC=C1)C=1C(=C(C(=C(C1C1=CC(=NC(=C1)C1=CC=CC=C1)C1=CC=CC=C1)N1C2=C(C=3C=CC=CC13)N=CC=C2)N2C1=C(C=3C=CC=CC23)N=CC=C1)N1C2=C(C=3C=CC=CC13)N=CC=C2)N2C1=C(C=3C=CC=CC23)N=CC=C1